4,6-di-tert-butyl-2-isopropylanisole C(C)(C)(C)C1=CC(=C(C(=C1)C(C)(C)C)OC)C(C)C